ClC=1C=C(C=CC1Cl)[C@H](CN(C)C)N1C=NC(=C1)C1=CC=C(C=C1)OC(F)(F)F (R)-2-(3,4-dichlorophenyl)-N,N-dimethyl-2-(4-(4-(trifluoromethoxy)phenyl)-1H-imidazol-1-yl)ethan-1-amine